2-{1-hydroxy-4-[(4-methoxy-3-pyridyl)[p-(trifluoromethyl)phenyl]amino]cyclohexyl}-5-pyrimidinecarbonitrile OC1(CCC(CC1)N(C1=CC=C(C=C1)C(F)(F)F)C=1C=NC=CC1OC)C1=NC=C(C=N1)C#N